ClC1=C(C=C(C=C1)NC(NC1CCC=2NC=3C=CC=C(C3C2C1)C(=O)NCC(C)O)=O)C(F)(F)F 3-(3-(4-chloro-3-trifluoromethylphenyl)ureido)-N-(2-hydroxypropyl)-2,3,4,9-tetrahydro-1H-carbazole-5-carboxamide